(5R)-5-(aminomethyl)-5-cyclopropylimidazolidine-2,4-dione hydrochloride tert-butyl-{[(4R)-4-cyclopropyl-2,5-dioxoimidazolidin-4-yl]methyl}carbamate C(C)(C)(C)N(C(O)=O)C[C@]1(NC(NC1=O)=O)C1CC1.Cl.NC[C@@]1(C(NC(N1)=O)=O)C1CC1